CC/C=C\\C/C=C\\C=C\\[C@H](CCCCCCCC(=O)[O-])OO The molecule is a (10E,12Z,15Z)-9-hydroperoxyoctadeca-10,12,15-trienoate in which the chiral centre has S configuration. It is a conjugate base of a (9S,10E,12Z,15Z)-9-hydroperoxyoctadeca-10,12,15-trienoic acid. It is an enantiomer of a (9R,10E,12Z,15Z)-9-hydroperoxyoctadeca-10,12,15-trienoate.